(S)-4-(5-fluoro-4-iodopyridin-2-yl)-2-methylmorpholine FC=1C(=CC(=NC1)N1C[C@@H](OCC1)C)I